tert-butyl (3R,6S)-3-((tert-butyldiphenylsilyl)oxy)-6-hydroxy-2,3,6,7-tetrahydro-1H-azepine-1-carboxylate [Si](C1=CC=CC=C1)(C1=CC=CC=C1)(C(C)(C)C)O[C@H]1CN(C[C@H](C=C1)O)C(=O)OC(C)(C)C